FC1=C2C=C(N(C2=CC=C1N1C(C=2C=C(C(=NC2C(=C1)C(=O)N1CCC(CC1)F)OC)OC)=O)CCO)C 6-(4-fluoro-1-(2-hydroxyethyl)-2-methyl-1H-indol-5-yl)-8-(4-fluoropiperidine-1-carbonyl)-2,3-dimethoxy-1,6-naphthyridin-5(6H)-one